C1(=CC=CC=C1)C1=CC(=CN=N1)C(=O)C1=CC=C(C=C1)C (6-Phenylpyridazin-4-yl)(p-tolyl)methanone